N-[(S)-1-[(1,3-benzothiazol-2-yl)carbonyl]-4-guanidinobutyl](S)-2-{[(m-{[(S)-2-acetylamino-3-hydroxypropionylamino]methyl}phenyl)methyl]carbonylamino}-4-methylvaleramide S1C(=NC2=C1C=CC=C2)C(=O)[C@H](CCCNC(=N)N)NC([C@H](CC(C)C)NC(=O)CC2=CC(=CC=C2)CNC([C@H](CO)NC(C)=O)=O)=O